1-bromo-3,5-bis(bromomethyl)benzene BrC1=CC(=CC(=C1)CBr)CBr